NC1=NC(=NC=C1)N1C[C@@H]([C@@H](CC1)OCCO)F 2-{[(3S,4R)-1-(4-aminopyrimidin-2-yl)-3-fluoropiperidin-4-yl]oxy}ethan-1-ol